C(C=C)[N+](CC1=C(C=C(C=C1)C(F)(F)F)C(F)(F)F)(CC=C)CC=C triallyl(2,4-bis(trifluoromethyl)benzyl)ammonium